tert-butyl 4-(4-fluorobenzyl)-8,8-dimethyl-7,8-dihydro-6H-pyrrolo[2,3-e][1,2,3]triazolo[1,5-a]pyridine-6-carboxylate FC1=CC=C(CC=2C=3N(C4=C(C2)N(CC4(C)C)C(=O)OC(C)(C)C)N=NC3)C=C1